4-[8-({8-methoxy-2-methylimidazo[1,2-a]pyrazin-6-yl}carbamoyl)cinnolin-5-yl]piperazine-1-carboxylic acid tert-butyl ester C(C)(C)(C)OC(=O)N1CCN(CC1)C1=C2C=CN=NC2=C(C=C1)C(NC=1N=C(C=2N(C1)C=C(N2)C)OC)=O